C(C)(C)(C)OC(=O)N1C[C@H](CC1)OC1=CC(=CC(=C1)C=1SC(=CN1)C)C(=O)OC (3S)-3-[3-(methoxycarbonyl)-5-(5-methyl-1,3-thiazol-2-yl)phenoxy]pyrrolidine-1-carboxylic acid tert-butyl ester